FC(C1=NN(C=C1NC(=O)C=1C=NN2C1N=C(C=C2)N2C[C@H](CCC2)NC(O)=O)C2CCC(CC2)C=O)F ((S)-1-(3-((3-(difluoromethyl)-1-((1R,4S)-4-formylcyclohexyl)-1H-pyrazol-4-yl)carbamoyl)pyrazolo[1,5-a]pyrimidin-5-yl)piperidin-3-yl)carbamic acid